N1=C(C=CC=2CCCNC12)CC[C@@H]1C[C@H](C1)OCC[C@H](NC(=O)C1(CC1)C1OCCCC1)C(=O)O O-(trans-3-(2-(5,6,7,8-tetrahydro-1,8-naphthyridin-2-yl)ethyl)cyclobutyl)-N-(1-(tetrahydro-2H-pyran-2-yl)cyclopropane-1-carbonyl)homoserine